4-(8-{2-[(2,2-difluoroethyl)(isopropyl)carbamoyl]-4-fluorophenyl}-3-methylpyrrolo[1,2-a]pyrazin-6-yl)-piperidine-1-carboxylic acid tert-butyl ester C(C)(C)(C)OC(=O)N1CCC(CC1)C1=CC(=C2N1C=C(N=C2)C)C2=C(C=C(C=C2)F)C(N(C(C)C)CC(F)F)=O